FC(F)C1=CC=CC=C1 difluoromethylbenzene